[Cl-].C(=C)C1=CC=C(CN2C=[N+](C=C2)CCCC)C=C1 1-(4-vinylbenzyl)-3-butylimidazolium chloride